P(=O)(OCOC[C@@H](C)NC(=O)C1=CC2=CC=CC(=C2C=C1)OC1=CC=C(C=C1)C(F)(F)F)([O-])[O-].[Na+].[Na+] Sodium (R)-(2-(5-(4-(trifluoromethyl)phenoxy)-2-naphthamido)propoxy)methyl phosphate